4-acetoxy-indole C(C)(=O)OC1=C2C=CNC2=CC=C1